dibenzo-1,2-dioxan-1,2-dicarboxylic acid C=1(C(=CC=C2OOC3=C(C21)C=CC=C3)C(=O)O)C(=O)O